1-(4-(2-fluoro-5-(3-hydroxypropoxy)phenyl)pyrimidin-2-yl)piperidin-4-carboxylic acid FC1=C(C=C(C=C1)OCCCO)C1=NC(=NC=C1)N1CCC(CC1)C(=O)O